8-(3-fluorophenyl)-2,3,6,11,12-pentakis(pentyloxy)triphenylene FC=1C=C(C=CC1)C=1C=C(C=C2C=3C=C(C(=CC3C3=C(C(=CC=C3C12)OCCCCC)OCCCCC)OCCCCC)OCCCCC)OCCCCC